2-chlorobenzoic acid methyl ester trifluoroacetate FC(C(=O)O)(F)F.COC(C1=C(C=CC=C1)Cl)=O